BrC=1C2=C(N(C(CC1C(=O)NNC(=O)C1CC1)=O)CC1=CC(=C(C=C1)C)F)C=CC=C2F 5-bromo-N'-(cyclopropanecarbonyl)-6-fluoro-1-(3-fluoro-4-methylbenzyl)-2-oxo-2,3-dihydro-1H-benzo[b]azepine-4-carbohydrazide